6-methoxy-8-(2-methoxyphenyl)-2-(3-(pyridin-4-yl)propyl)-1,2,3,4-tetrahydroisoquinolin-7-ol COC=1C=C2CCN(CC2=C(C1O)C1=C(C=CC=C1)OC)CCCC1=CC=NC=C1